2,2'-azobis[N-(2-carboxyethyl)-2-methylpropionamide] N(=NC(C(=O)NCCC(=O)O)(C)C)C(C(=O)NCCC(=O)O)(C)C